C(C1=CC=CC=C1)N1CC2(CCOC2)C(CC1=O)=O 7-benzyl-2-oxa-7-azaspiro[4.5]decane-8,10-dione